N[C@@H](CC(CCC=C(C)C)C)[B-](F)(F)F ((1R)-1-amino-3,7-dimethyloct-6-en-1-yl)trifluoroborate